O=C1CCC=2C(=CC=NC2N1)OC=1C=CC2=C([C@@H]3[C@H](O2)[C@H]3NC(=O)NC3=C(C=C(C(=C3)F)F)F)C1 1-((1s,1as,6bs)-5-((7-oxo-5,6,7,8-tetrahydro-1,8-naphthyridin-4-yl)oxy)-1a,6B-dihydro-1H-cyclopropa[B]benzofuran-1-yl)-3-(2,4,5-trifluorophenyl)urea